ClC=1C=C(OC2CCC(CC2)NC(=O)C=2N=NC(=CC2)N2CCC(CC2)CN2CCNCC2)C=CC1C#N N-((1r,4r)-4-(3-chloro-4-cyanophenoxy)cyclohexyl)-6-(4-(piperazin-1-ylmethyl)piperidin-1-yl)pyridazine-3-carboxamide